O=C1NC(CCC1N1C(C2=CC=C(C=C2C1=O)N1CCCCC1)=O)=O 1-(2-(2,6-dioxopiperidin-3-yl)-1,3-dioxoisoindol-5-yl)piperidine